CC=1C=CC2=C(N=C(S2)C=CC2=CC=C(C=C2)N2CCCCC2)C1 5-methyl-2-(4-(piperidin-1-yl)styryl)benzo[d]thiazole